(1S,2S)-N-(6-(5-(difluoromethyl)-6-fluoro-7-(1-formamidoethyl)-1H-indazol-4-yl)imidazo[1,2-a]pyrazin-2-yl)-2-fluorocyclopropane-1-carboxamide FC(C=1C(=C2C=NNC2=C(C1F)C(C)NC=O)C=1N=CC=2N(C1)C=C(N2)NC(=O)[C@H]2[C@H](C2)F)F